C(=O)O.NCCCC(=O)NCCNC(C1=C(C=C(C=C1)NC=1C=2N(C=CN1)C(=CN2)C=2C(=NN(C2)CC(F)F)C(F)(F)F)CC)=O N-(2-(4-aminobutanamido)ethyl)-4-((3-(1-(2,2-difluoroethyl)-3-(trifluoromethyl)-1H-pyrazol-4-yl)imidazo[1,2-a]pyrazin-8-yl)amino)-2-ethylbenzamide formate